CSCC1=C(C=CC(=C1)[N+](=O)[O-])C1(CC1)C#N 1-(2-(methylthiomethyl)-4-nitrophenyl)cyclopropane-1-carbonitrile